COC1=CC=C(C=C1)C(C(NC1=CC=C(C=C1)[Si](C)(C)C)=O)N(C(=O)C1=CNC(O1)=O)C N-(1-(4-methoxyphenyl)-2-oxo-2-((4-(trimethylsilyl)phenyl)amino)ethyl)-N-methyl-2-oxo-2,3-dihydro-1,3-oxazole-5-carboxamide